C1(CC1)C(=O)NC1=CC(=C(N=N1)C(=O)N)NC1=C(C(=CC=C1)C=1C=NN(C1)[C@@H]1COC[C@@H]1OC)OC 6-(cyclopropanecarboxamido)-4-((2-methoxy-3-(1-((3R,4R)-4-methoxytetrahydrofuran-3-yl)-1H-pyrazol-4-yl)phenyl)amino)pyridazine-3-carboxamide